C(C=C)(=O)OCCOC(CCCCCCCCCC)C 2-[(1-methylundecyl)oxy]ethyl acrylate